5-(2,3-difluorophenyl)-6-methyl[1,3]thiazolo[4,5-b]pyridine FC1=C(C=CC=C1F)C1=C(C=C2C(=N1)N=CS2)C